3-(N-(4-bromophenyl)sulfamoyl)-N-ethylbenzamide BrC1=CC=C(C=C1)NS(=O)(=O)C=1C=C(C(=O)NCC)C=CC1